4-(IMIDAZO[1,2-A]PYRIDIN-3-YL)-N-(PYRIDIN-3-YL)PYRIMIDIN-2-AMINE N=1C=C(N2C1C=CC=C2)C2=NC(=NC=C2)NC=2C=NC=CC2